NC=1SCC(N1)=O 2-amino-4-oxothiazol